CC1=C(C=C(C(=O)NCC2=NC=C3C=CC(=NC3=C2)C2=NC(=CC=C2)N2C(C(NCC2)=O)C)C=C1)S(=O)(=O)C 4-methyl-N-((2-(6-(2-methyl-3-oxopiperazin-1-yl)pyridin-2-yl)-1,6-naphthyridin-7-yl)methyl)-3-(methylsulfonyl)benzamide